N[C@@H]1CC[C@H](OC1)CN1CCC2(CN(C2)C2=NC=NC=C2OC2=C(C(=O)N(C(C)C)CC(F)F)C=C(C=C2)F)CC1 2-((4-(7-(((2S,5R)-5-aminotetrahydro-2H-pyran-2-yl)methyl)-2,7-diazaspiro[3.5]nonan-2-yl)pyrimidin-5-yl)oxy)-N-(2,2-difluoroethyl)-5-fluoro-N-isopropylbenzamide